1-(5-(5-cyanopyridin-3-yl)-1H-indol-3-yl)-3-(4-(trifluoromethyl)phenyl)urea C(#N)C=1C=C(C=NC1)C=1C=C2C(=CNC2=CC1)NC(=O)NC1=CC=C(C=C1)C(F)(F)F